(4-(3-amino-5-(4-aminophenyl)imidazo[1,2-a]pyridin-7-yl)piperidin-1-yl)-2-methylpropan-1-one NC1=CN=C2N1C(=CC(=C2)C2CCN(CC2)C(C(C)C)=O)C2=CC=C(C=C2)N